ClC1=NC=C(C(=N1)C(=C)OCC)F 2-chloro-4-(1-ethoxyvinyl)-5-fluoro-pyrimidine